(4'-(2-(2-(2-bromoethoxy)ethoxy)acetamido)-3,3'-dimethyl-[1,1'-biphenyl]-4-yl)carbamic acid tert-butyl ester C(C)(C)(C)OC(NC1=C(C=C(C=C1)C1=CC(=C(C=C1)NC(COCCOCCBr)=O)C)C)=O